N-tert-butyl-4-[3-hydroxy-1-(6-morpholino-1-naphthyl)-2-oxo-indolin-3-yl]benzenesulfonamide C(C)(C)(C)NS(=O)(=O)C1=CC=C(C=C1)C1(C(N(C2=CC=CC=C12)C1=CC=CC2=CC(=CC=C12)N1CCOCC1)=O)O